methyl 6-iodo-4-oxo-3,4-dihydroquinazoline-8-carboxylate IC=1C=C2C(NC=NC2=C(C1)C(=O)OC)=O